[N+](=O)([O-])C1=NN(C=C1)C1OCCCC1 3-nitro-1-(tetrahydro-2H-pyran-2-yl)-1H-pyrazole